ClC1=C(C#N)C=C(C(=C1)O)C1=C(C=CC(=C1)OC(C)C)F 2-chloro-5-(2-fluoro-5-propan-2-yloxyphenyl)-4-hydroxybenzonitrile